C(#N)C1=NC=CC(=C1)CNC(=O)C1=CC2=CC=CC(=C2C=C1)C1=CC=C(C=C1)C(F)(F)F N-((2-cyanopyridin-4-yl)methyl)-5-(4-(trifluoromethyl)phenyl)-2-naphthamide